4-[[2-(4-chloro-1H-indazol-6-yl)acetyl]amino]-N-(1-ethynylcyclopentyl)pyridine-2-carboxamide trifluoromethyl-triisopropylsilanesulfonate FC(F)(F)OS(=O)(=O)[Si](C(C)C)(C(C)C)C(C)C.ClC1=C2C=NNC2=CC(=C1)CC(=O)NC1=CC(=NC=C1)C(=O)NC1(CCCC1)C#C